O1COC2=C1C=CC(=C2)C=2N=C1N(C=C(C=C1)Cl)C2C=O 2-(2H-1,3-BENZODIOXOL-5-YL)-6-CHLOROIMIDAZO[1,2-A]PYRIDIN-3-CARBALDEHYDE